ClC=1C(=C(C2=C(N(CCO2)CCCC=2OC=CC2)C1)C(=O)O)OC 6-Chloro-4-[3-(furan-2-yl)propyl]-7-methoxy-3,4-dihydro-2H-1,4-benzoxazine-8-carboxylic acid